NC(C)C1=NC(=NO1)C1=CC(=NC=C1)N(C)C 4-(5-(1-aminoethyl)-1,2,4-oxadiazol-3-yl)-N,N-dimethylpyridin-2-amine